ferrocenyl-pyrrolidine tert-butyl-(4H-chromeno[4,3-c]isoxazol-6-yl)carbamate C(C)(C)(C)N(C(O)=O)C1=CC=CC2=C1OCC=1C2=NOC1.[C-]1(C=CC=C1)N1CCCC1.[CH-]1C=CC=C1.[Fe+2]